2-(2-chloropyridin-3-yl)-1-(7-fluoro-2-methyl-5-(2-((1-methyl-1H-pyrazol-5-yl)amino)pyridin-4-yl)indolin-1-yl)ethan-1-one ClC1=NC=CC=C1CC(=O)N1C(CC2=CC(=CC(=C12)F)C1=CC(=NC=C1)NC1=CC=NN1C)C